N=1N=C(N2COCCC21)C(=O)N2CCC(CC2)C2=C(C=CC=C2)C(F)(F)F (7,8-dihydro-5H-[1,2,4]triazolo[4,3-c][1,3]oxazin-3-yl)(4-(2-(trifluoromethyl)phenyl)piperidin-1-yl)methanone